C(=C)C1=C(C=2NC3=CC=CC=C3C2C=C1)C1NCCC2=CC=CC=C12 vinyl-tetrahydroisoquinolyl-carbazole